tris[4-(4-acetylphenyl)sulfonylphenyl]sulfonium tetrakis(2,3,4,5,6-pentafluorophenyl)borate FC1=C(C(=C(C(=C1F)F)F)F)[B-](C1=C(C(=C(C(=C1F)F)F)F)F)(C1=C(C(=C(C(=C1F)F)F)F)F)C1=C(C(=C(C(=C1F)F)F)F)F.C(C)(=O)C1=CC=C(C=C1)S(=O)(=O)C1=CC=C(C=C1)[S+](C1=CC=C(C=C1)S(=O)(=O)C1=CC=C(C=C1)C(C)=O)C1=CC=C(C=C1)S(=O)(=O)C1=CC=C(C=C1)C(C)=O